(R)-((2-(2-aminopyridin-4-yl)-6-((R)-3-methylmorpholino)pyrimidin-4-yl)imino)(cyclopropyl)(methyl)-λ6-sulfanone NC1=NC=CC(=C1)C1=NC(=CC(=N1)N=[S@@](=O)(C)C1CC1)N1[C@@H](COCC1)C